2-methacryloyloxyethyl-trimethylamine C(C(=C)C)(=O)OCCCN(C)C